FC1=CC(=C2C=C(N(C2=C1)CCNC1=NC=NC(=C1)C1=CC=C(C=C1)C1=NN(C=C1)C)C)OC [2-(6-Fluoro-4-methoxy-2-methyl-indol-1-yl)-ethyl]-{6-[4-(1-methyl-1H-pyrazol-3-yl)-phenyl]-pyrimidin-4-yl}-amine